benzyl-bisphenol-A C(C1=CC=CC=C1)C1=C(O)C=CC(=C1)C(C)(C)C1=CC=C(C=C1)O